pyrrolidine-2,5-dione, formic acid salt C(=O)O.N1C(CCC1=O)=O